N-(4-cyanobenzyl)-1H-pyrrole-2-carboxamide C(#N)C1=CC=C(CNC(=O)C=2NC=CC2)C=C1